2,11-dimethyl-2,11-diaza-5,8-dioxa-dodecan CN(C)CCOCCOCCN(C)C